ClC=1C=CC(=NC1)C(C(=O)N)(C)N1C[C@@H](CCC1)C1=NNC(C=C1)=O (5-chloropyridin-2-yl)-2-((R)-3-(6-oxo-1,6-dihydropyridazin-3-yl)piperidin-1-yl)propanamide